S1C2=C(C=C1C(CC(C(C(C(F)(F)F)(F)F)(F)F)=O)=O)C=CC=C2 1-(2-benzo[b]thienyl)-4,4,5,5,6,6,6-heptafluoro-1,3-hexanedione